N-(4-(5-(3-(3-methoxyphenoxy)propyl)-2,3,4,5-tetrahydro-1H-benzo[b][1,4]diazepine-1-Carbonyl)phenyl)-[1,1'-biphenyl]-2-carboxamide COC=1C=C(OCCCN2C3=C(N(CCC2)C(=O)C2=CC=C(C=C2)NC(=O)C=2C(=CC=CC2)C2=CC=CC=C2)C=CC=C3)C=CC1